6-(3,4-Dimethylphenyl)-4-oxo-4,5-dihydropyrazolo[1,5-a]pyrazine-2-carboxylic acid CC=1C=C(C=CC1C)C=1NC(C=2N(C1)N=C(C2)C(=O)O)=O